NC1=CC=CC=2C=3C(C(N(C12)C)=O)=NN(N3)C 6-amino-2,5-dimethyl-2,5-dihydro-4H-[1,2,3]triazolo[4,5-c]quinolin-4-one